FC=1C=CC(=C(C(=O)N2[C@@H](COCC2)C)C1)C=1C=2N(C=C(C1)C1CN(C1)C(CC[C@H]1CNCCO1)C(C)C)C(=NC2F)C (3R)-4-{5-fluoro-2-[1-fluoro-3-methyl-6-(1-{4-methyl-1-[(2S)-morpholin-2-yl]pentan-3-yl}azetidin-3-yl)imidazo[1,5-a]pyridin-8-yl]benzoyl}-3-methylmorpholine